The molecule is a 2-oxo monocarboxylic acid anion. It has a role as a human metabolite. It derives from a glutaramate. It is a conjugate base of a 2-oxoglutaramic acid. C(CC(=O)N)C(=O)C(=O)[O-]